6,6-Dimethyl-9-(4-methylpent-4-enyl)-3-pentyl-6a,7,8,10a-tetrahydrobenzo[c]chromen-1-ol CC1(OC=2C=C(C=C(C2C2C1CCC(=C2)CCCC(=C)C)O)CCCCC)C